(1-((5,7-dioxaspiro[2.5]oct-6-yl)methyl)-1H-1,2,3-triazol-4-yl)(4-(cyclopropylethynyl)-7-methylindol-1-yl)methanone C1CC12COC(OC2)CN2N=NC(=C2)C(=O)N2C=CC1=C(C=CC(=C21)C)C#CC2CC2